Tert-butyl 4-(4-(benzyloxy) phenyl)-3,6-dihydropyridine-1(2H)-carboxylate C(C1=CC=CC=C1)OC1=CC=C(C=C1)C=1CCN(CC1)C(=O)OC(C)(C)C